C(C)(C)(C)OC(=O)N1CC(CCC1)C(NC1=CC(=CC=C1)CN)=O tert-butyl-3-((3-(aminomethyl)phenyl)carbamoyl)piperidine-1-carboxylate